N-(3-[1-[(4-Methyl-4H-1,2,4-triazol-3-yl)sulfanyl]ethyl]phenyl)quinoline-7-carboxamide CN1C(=NN=C1)SC(C)C=1C=C(C=CC1)NC(=O)C1=CC=C2C=CC=NC2=C1